C(C)OC(=O)C=1N=CSC1C1CCN(CC1)CC(C)C 5-[1-(2-methylpropyl)piperidin-4-yl]-1,3-thiazole-4-carboxylic acid ethyl ester